5-[1-hydroxy-2-(4-methoxyphenylamino)ethyl]-1,3-oxazol-2(3H)-one OC(CNC1=CC=C(C=C1)OC)C1=CNC(O1)=O